COC(C)(C)OC[C@]1([C@@H](C2=CC(=CC=C2C1)C)O)C |r| (1RS,2SR)-2-((2-methoxypropan-2-yloxy)methyl)-2,6-dimethyl-2,3-dihydro-1H-inden-1-ol